Methyl 3-[5-(4-amino-5-{4-[(4-methylpyrimidin-2-yl)oxy]phenyl}-7-{[2-(trimethylsilyl)ethoxy]methyl}-7H-pyrrolo[2,3-d]pyrimidin-6-yl)-2-chloropyridin-4-yl]propanoate NC=1C2=C(N=CN1)N(C(=C2C2=CC=C(C=C2)OC2=NC=CC(=N2)C)C=2C(=CC(=NC2)Cl)CCC(=O)OC)COCC[Si](C)(C)C